methyl-N-(tert-butoxycarbonyl)-O-(2-methyl-7-nitrobenzo[d]thiazol-6-yl)-L-serine CN([C@@H](COC1=C(C2=C(N=C(S2)C)C=C1)[N+](=O)[O-])C(=O)O)C(=O)OC(C)(C)C